(S)-3-Oxo-3-(3-(2-(pyridin-2-yl)dipyrrolo[2,3-b:2',3'-d]pyridine-1(6H)-yl)piperidin-1-yl)propionitrile O=C(CC#N)N1C[C@H](CCC1)N1C(=CC=2C1=C1C(=NC2)NC=C1)C1=NC=CC=C1